3-(4-chloro-2H-1,2,3-triazol-2-yl)-6-fluoro-2-iodo-4-(trifluoromethyl)aniline ClC1=NN(N=C1)C=1C(=C(N)C(=CC1C(F)(F)F)F)I